C(C)(C)(C)OC(=O)N1C[C@H]([C@H](C1)F)NC(=O)OCC1=CC=CC=C1 (3R,4S)-3-(((benzyloxy)carbonyl)amino)-4-fluoropyrrolidine-1-carboxylic acid tert-butyl ester